C(OC1=CC=C(C=C1)[N+](=O)[O-])(OCC1=CC=C(C=C1)OC(C)C)=O 4-nitrophenyl [4-(propan-2-yloxy) phenyl]methyl carbonate